tert-butyl 4-(6-chloro-2-morpholin-4-ylpyrimidin-4-yl)piperazine-1-carboxylate ClC1=CC(=NC(=N1)N1CCOCC1)N1CCN(CC1)C(=O)OC(C)(C)C